S1C=NC2=C1C=C(C=C2)C2=CC(=NN2C2=NC(=CC=C2)C)CC(=O)NC2=CC=C(C=C2)CS(=O)(=O)C 5-(benzo[d]thiazol-6-yl)-1-(6-methylpyridin-2-yl)-N-(4-((methylsulfonyl)methyl)phenyl)-1H-pyrazole-3-carboxyamide